9-((5-((2,6-dichlorobenzyl)thio)-4-phenyl-4H-1,2,4-triazol-3-yl)methyl)-9H-carbazole ClC1=C(CSC=2N(C(=NN2)CN2C3=CC=CC=C3C=3C=CC=CC23)C2=CC=CC=C2)C(=CC=C1)Cl